1,2-dihydroxy-4-methoxynaphthalene OC1=C(C=C(C2=CC=CC=C12)OC)O